2-(3-((S)-3-(tert-butoxy)-2-((R)-1-(tert-butoxycarbonyl)pyrrolidin-3-yl)-3-oxopropyl-1,1-d2)phenyl)acetic acid C(C)(C)(C)OC([C@@H](C([2H])([2H])C=1C=C(C=CC1)CC(=O)O)[C@@H]1CN(CC1)C(=O)OC(C)(C)C)=O